BrC=1C(NN=CC1O[C@H](COCCC(=O)N1CCN(CC1)C1=NC=C(C=N1)Cl)CC)=O (S)-4-Bromo-5-((1-(3-(4-(5-chloropyrimidin-2-yl)piperazin-1-yl)-3-oxopropoxy)butan-2-yl)oxy)pyridazin-3(2H)-one